tert-butyl (1-(1-(4-fluorobenzyl)-1H-indol-4-yl)-5,8,11-trioxa-2-azatridecan-13-yl)carbamate FC1=CC=C(CN2C=CC3=C(C=CC=C23)CNCCOCCOCCOCCNC(OC(C)(C)C)=O)C=C1